C(C)(=O)OCC(COC(C)=O)(CC)CCCC 2-butyl-2-ethyl-1,3-propanediol diacetate